C(C)(C)(C)C1=NC2=C(N1)C=CC(=C2)C(=O)O 2-tert-butyl-1H-benzimidazole-5-carboxylic acid